COC1=C(C=CC=C1)N1CCN(CC1)C/C=C/CNC(=O)C1=CC2=C(NC(S2)=O)C=C1 N-{4-[4-(2-methoxyphenyl)piperazinyl]-trans-2-buten-1-yl}-benzothiazolin-2-one-6-carboxamide